(triethylphosphine) gold chloride [Au](Cl)(Cl)Cl.C(C)P(CC)CC